C(C)(C)C=1C=C2N(C(=NN(C2=O)CC(=O)OCC)N2CCOCC2)C1 ethyl 2-(7-isopropyl-4-morpholino-1-oxo-pyrrolo[1,2-d][1,2,4]triazin-2-yl)acetate